N-[(3-(3-trifluoromethylpyridin-2-yloxy)phenyl)thiocarbamoyl]furan-2-carboxamide FC(C=1C(=NC=CC1)OC=1C=C(C=CC1)NC(=S)NC(=O)C=1OC=CC1)(F)F